5-(3-(((tert-butyldimethylsilyl)oxy)methyl)-3-fluoroazetidin-1-yl)-2-nitropyridine [Si](C)(C)(C(C)(C)C)OCC1(CN(C1)C=1C=CC(=NC1)[N+](=O)[O-])F